(1S)-1-tritylaziridine-2-carboxylic acid C(C1=CC=CC=C1)(C1=CC=CC=C1)(C1=CC=CC=C1)[N@@]1C(C1)C(=O)O